NC=1C2=C(N=CN1)OC=C2C2=CC=C(C=C2)NC(=O)NC2=C(C=CC(=C2)C(F)(F)F)F 1-[4-(4-aminofuro[2,3-d]pyrimidin-5-yl)phenyl]-3-[2-fluoro-5-(trifluoromethyl)phenyl]urea